4-(2-thienyl)butanoic acid S1C(=CC=C1)CCCC(=O)O